3-(4-chloro-2-pyridinyl)-1,1-dimethylurea ClC1=CC(=NC=C1)NC(N(C)C)=O